2-{4-azaspiro[2.5]octan-7-yl}-8-fluoro-6-(6-hydroxy-2,7-dimethylindazol-5-yl)isoquinolin-1-one C1CC12NCCC(C2)N2C(C1=C(C=C(C=C1C=C2)C2=CC1=CN(N=C1C(=C2O)C)C)F)=O